N[C@@H]1[C@@H](OCC12CCN(CC2)C2=C(C(N(C(=N2)C)C2=C(C(=CC=C2)Cl)Cl)=O)C)C 6-((3s,4s)-4-amino-3-methyl-2-oxa-8-azaspiro[4.5]decan-8-yl)-3-(Ra)-(2,3-dichlorophenyl)-2,5-dimethylpyrimidin-4(3H)-one